4-(2,4-difluorophenyl)-7-methyl-2-[(2R,4S)-2-(1-cyclopropylpyrazol-4-yl)tetrahydropyran-4-yl]pyrido[2,3-d]pyrimidine-6-carboxylic acid FC1=C(C=CC(=C1)F)C=1C2=C(N=C(N1)[C@@H]1C[C@@H](OCC1)C=1C=NN(C1)C1CC1)N=C(C(=C2)C(=O)O)C